Octylsuccinate C(CCCCCCC)C(C(=O)[O-])CC(=O)[O-]